2,5-diphenyltetrazolic bromide C1(=CC=CC=C1)N1NC(N=N1)(C(=O)Br)C1=CC=CC=C1